ClC1=CC=C(C=C1)C1=NN(CC1C1=CC=CC=C1)\C(\[N+]1=CC=C(C=C1)N(C)C)=N/S(=O)(=O)C1=CC=C(C=C1)S(F)(F)(F)(F)F (Z)-1-((3-(4-chlorophenyl)-4-phenyl-4,5-dihydro-1H-pyrazol-1-yl)(((4-(pentafluoro-λ6-sulfanyl)phenyl)sulfonyl)imino)methyl)-4-(dimethylamino)pyridin-1-ium